2-((4-((S)-2-(aminomethyl)pyrrolidin-1-yl)-1,2-dimethyl-1H-benzo[d]imidazol-5-yl)carbamoyl)-6-(2-fluoro-6-methoxyphenyl)pyridine 1-oxide NC[C@H]1N(CCC1)C1=C(C=CC=2N(C(=NC21)C)C)NC(=O)C2=[N+](C(=CC=C2)C2=C(C=CC=C2OC)F)[O-]